ClC1=CC=C(C=C1)[C@@H](C)NC(CN1C(NC2=CC=CC=C2C1=O)=O)=O (R)-N-(1-(4-chlorophenyl)ethyl)-2-(2,4-dioxo-1,4-dihydroquinazolin-3(2H)-yl)acetamide